C(C1=CC=CC=C1)(=O)OC(S(=O)(=O)N1CCCC2=CC=C(C=C12)NS(=O)(=O)C1=C(C=C(C=C1)F)F)C methyl-(((7-(2,4-difluorophenylsulfonylamino)-3,4-dihydroquinolin-1(2H)-yl) sulfonyl) methyl) benzoate